N-[(1r,4r)-4-[3-(2-methoxyethoxy)-4-nitro-1H-pyrazol-1-yl]cyclohexyl]carbamic acid tert-butyl ester C(C)(C)(C)OC(NC1CCC(CC1)N1N=C(C(=C1)[N+](=O)[O-])OCCOC)=O